N=1N2C(=C(C1)NC(OCC)=O)CCC2 ethyl (5,6-dihydro-4H-pyrrolo[1,2-b]pyrazol-3-yl)carbamate